[Cu].[Ti].[Pt] platinum-titanium copper